O1CC(CC1)CC1=CC=2C(=NC=CC2)N1C1=CN=CN1 tetrahydrofuran-3-ylmethyl-1H-imidazol-5-yl-1H-pyrrolo[2,3-b]pyridine